4-(trifluoromethyl)-6-((3-(4-(5-(trifluoromethyl)pyrimidin-2-yl)piperazine-1-carbonyl)phenyl)amino)pyridazin-3(2H)-one FC(C=1C(NN=C(C1)NC1=CC(=CC=C1)C(=O)N1CCN(CC1)C1=NC=C(C=N1)C(F)(F)F)=O)(F)F